(S)-4-amino-2-((tert-Butoxyformyl)amino)butanoic acid NCC[C@@H](C(=O)O)NC(=O)OC(C)(C)C